4-methyl-3,5-difluoro-[1,1'-biphenyl]-4,4'-Diformic acid CC1(C(C=C(C=C1F)C1=CC=C(C=C1)C(=O)O)F)C(=O)O